C[Si](C)(C)C#CC1=CC=C(C=C1)C1=CC=C(C=C1)C#C[Si](C)(C)C 4,4'-bis((trimethylsilyl)ethynyl)biphenyl